C(C(=C)C)(=O)OC(CSC=1SC(=NN1)SCCCCCC)CC 2-methacryloxy-n-butylthio-5-n-hexylthio-1,3,4-thiadiazole